CC=1C=C(C=CC1C(F)(F)F)C1CCN(CC1)C(=O)C1CC2(C1)NCCC2 (2r,4s)-2-(4-(3-Methyl-4-(trifluoromethyl)phenyl)piperidine-1-carbonyl)-5-azaspiro[3.4]octan